iron sodium sulphate S(=O)(=O)([O-])[O-].[Na+].[Fe+2]